(2-(5-acetyl-3-bromo-1H-pyrazol-1-yl)ethyl)carbamic acid tert-butyl ester C(C)(C)(C)OC(NCCN1N=C(C=C1C(C)=O)Br)=O